(E)-8-[4-[bis(t-Butoxycarbonyl)amino]-3-bromo-1-[(3R)-3-(t-Butoxycarbonyl-amino)butyl]pyrazolo[4,3-c]pyridin-7-yl]oct-7-enoic acid methyl ester COC(CCCCC\C=C\C=1C2=C(C(=NC1)N(C(=O)OC(C)(C)C)C(=O)OC(C)(C)C)C(=NN2CC[C@@H](C)NC(=O)OC(C)(C)C)Br)=O